O(C=C1C=C(CO)C=CC1=COO)O 3,4-dioxymethylenebenzyl alcohol